NC1=NC(=NC(=C1NC(OC)=O)N)C1=NN(C2=CC(=CC=C12)F)CC=1C=NC=CC1 methyl (4,6-diamino-2-(6-fluoro-1-(pyridin-3-ylmethyl)-1H-indazol-3-yl) pyrimidin-5-yl)carbamate